5-(4-Amino-2,6-dichlorophenoxy)-1-(3-(trifluoromethyl)benzyl)pyridin-2(1H)-one NC1=CC(=C(OC=2C=CC(N(C2)CC2=CC(=CC=C2)C(F)(F)F)=O)C(=C1)Cl)Cl